C(C)(C)(C)OC(=O)N1C(C(C(CC1)C1=CC(=CC=C1)OCCOC)CO)C (+/-)-(trans)-3-(hydroxymethyl)-4-[3-(2-methoxyethoxy)phenyl]-2-methylpiperidine-1-carboxylic acid tert-butyl ester